1-((2-((2-aminoethyl)-amino)pyrimidin-5-yl)-methyl)-3-(4-(2-(4-bromophenyl)propan-2-yl)thiazol-2-yl)urea NCCNC1=NC=C(C=N1)CNC(=O)NC=1SC=C(N1)C(C)(C)C1=CC=C(C=C1)Br